CS(=O)(=O)OC1CCN(CC1)C(=O)[O-] 4-methanesulfonyloxy-piperidine-1-carboxylate